CN(CCCN=C=NCC)C ({[3-(Dimethylamino)propyl]imino}methylidene)(ethyl)amine